[Zn].[Pb].[Fe].[Cu] copper-iron-lead-zinc